BrC1=CC=C(C2=CC=CC=C12)C1=CC=C(O1)CCC(=O)O 3-(5-(4-bromonaphthalen-1-yl)furan-2-yl)propionic acid